C(C=C)(=O)OCCC[Si](OCC)(OCC)C acryloyl-oxypropyl-methyl-diethoxysilane